FC=1C=C(C(=NC1)C=O)C 5-fluoro-3-methyl-pyridine-2-carbaldehyde